(S)-N-(5-(cyclopropylmethoxy)pyridin-2-yl)-2-(3,3-dimethyl-4-(6-oxo-1,6-dihydropyridine-3-carbonyl)piperazin-1-yl)propanamide C1(CC1)COC=1C=CC(=NC1)NC([C@H](C)N1CC(N(CC1)C(=O)C1=CNC(C=C1)=O)(C)C)=O